CC1=C(C=CC=C1)[C@H]1NCCC1 (2S)-2-(2-methylphenyl)pyrrolidine